OC[C@]1(O)[C@@H](O)[C@@H](O)[C@H](O)CO1 beta-D-tagatose